(3S,5R)-4,4-difluoro-3-methyl-5-[3-(p-tolylsulfonyloxy)propyl]piperidine-1-carboxylic acid tert-butyl ester C(C)(C)(C)OC(=O)N1C[C@@H](C([C@@H](C1)CCCOS(=O)(=O)C1=CC=C(C=C1)C)(F)F)C